2-(4-cyclopropyl-6-methoxypyrimidin-5-yl)-7-(4-(1-isopropyl-4-trifluoromethyl-1H-imidazol-2-yl)benzyl)-7H-pyrrolo[2,3-d]pyrimidine C1(CC1)C1=NC=NC(=C1C=1N=CC2=C(N1)N(C=C2)CC2=CC=C(C=C2)C=2N(C=C(N2)C(F)(F)F)C(C)C)OC